1,3,5-tris(1H-tetrazol-5-yl)benzene N1N=NN=C1C1=CC(=CC(=C1)C1=NN=NN1)C1=NN=NN1